Methyl 3-(2-((1-(2-chloro-4-methylphenyl)-2-oxopyrrolidin-3-yl) amino)-2-oxoacetyl)-1H-indole-5-carboxylate ClC1=C(C=CC(=C1)C)N1C(C(CC1)NC(C(=O)C1=CNC2=CC=C(C=C12)C(=O)OC)=O)=O